ethyl 5-chloro-1-(4-methoxybenzyl)-1H-1,2,3-triazole-4-carboxylate ClC1=C(N=NN1CC1=CC=C(C=C1)OC)C(=O)OCC